NCCCC[C@@H](C(COC1=C(C(=CC=C1F)F)F)=O)NC(C(C)(C)OC)=O (S)-N-(7-amino-2-oxo-1-(2,3,6-trifluorophenoxy)hept-3-yl)-2-methoxy-2-methylpropanamide